COC(=O)C=1C=NC(=CC1)C1=CC=C(C=C1)NCCNC(=O)OC(C)(C)C 6-[4-[2-(Tert-Butoxycarbonylamino)ethylamino]phenyl]pyridine-3-carboxylic acid methyl ester